N-(5-(1-ethyl-1H-pyrazol-3-yl)-8-(methylamino)-2,7-naphthyridin-3-yl)cyclopropanecarboxamide C(C)N1N=C(C=C1)C1=C2C=C(N=CC2=C(N=C1)NC)NC(=O)C1CC1